OCC1=CC=C(C=C1)NC(OCCCC)=O butyl (4-(hydroxymethyl)phenyl)carbamate